C(C1=CC=CC=C1)OC1=C(C(=O)OCC2=CC=CC=C2)C=CC(=C1)NCC1=CC=C(C=C1)C1COCC1 benzyl 2-(benzyloxy)-4-((4-(tetrahydrofuran-3-yl)benzyl)amino)benzoate